3-(3,5-dichlorophenyl)-3-(3-(hydroxymethyl)-1-(3-(5,6,7,8-tetrahydro-1,8-naphthyridin-2-yl)propyl)-1H-pyrazole-4-carboxamido)propionic acid ClC=1C=C(C=C(C1)Cl)C(CC(=O)O)NC(=O)C=1C(=NN(C1)CCCC1=NC=2NCCCC2C=C1)CO